(3a,8-bis(naphthalen-1-ylmethyl)-3,3a,8,8a-tetrahydropyrrolo[2,3-b]indol-1(2H)-yl)(4-methoxyphenyl)methanone C1(=CC=CC2=CC=CC=C12)CC12C(N(C3=CC=CC=C13)CC1=CC=CC3=CC=CC=C13)N(CC2)C(=O)C2=CC=C(C=C2)OC